FC1=C2C(=C(C=NC2=C(C=C1)OC)C#N)N1CCC(CC1)CS(=O)(C)=N 5-fluoro-4-(4-{[imino(methyl)oxo-λ6-sulfanyl]methyl}piperidin-1-yl)-8-methoxyquinoline-3-carbonitrile